7-(difluoromethyl)-6-(1-methyl-1H-pyrazol-4-yl)-1-(6-(4-(methylsulfonyl)cyclohex-1-en-1-yl)isoindolin-4-yl)-1,2,3,4-tetrahydroquinoline FC(C1=C(C=C2CCCN(C2=C1)C1=C2CNCC2=CC(=C1)C1=CCC(CC1)S(=O)(=O)C)C=1C=NN(C1)C)F